C[C@@H](CCC)N (2s)-pentan-2-amine